C1(=CC(=CC=C1)C1=NC(=NC=C1Cl)NC=1C=C(C=NC1)N1C(CCC1)=O)C1=CC=CC=C1 1-(5-((4-([1,1'-biphenyl]-3-yl)-5-chloropyrimidin-2-yl)amino)pyridin-3-yl)pyrrolidin-2-one